1,4-dihydro-naphthalen-3-one C1CC(CC2=CC=CC=C12)=O